C1(CC1)C(N1N=CC(=C1)C1=CC=C(C(=N1)C1=CC=2N(C=C1)N=C(N2)N2C(=CC=C2C)C)F)C2=CC=C(C=C2)F 7-(6-(1-(cyclopropyl(4-fluorophenyl)methyl)-1H-pyrazol-4-yl)-3-fluoropyridin-2-yl)-2-(2,5-dimethyl-1H-pyrrol-1-yl)-[1,2,4]triazolo[1,5-a]pyridine